FC1=CC(=NC(=C1)C=1C=NN2C1C=CC=C2)C2CN(CCC2)C(=O)OC(C)(C)C tert-butyl 3-(4-fluoro-6-pyrazolo[1,5-a]pyridin-3-yl-2-pyridyl)piperidine-1-carboxylate